N-(4-bromo-2-fluoro-6-nitrophenyl)-N-[4-(2-chloro-4-fluorophenyl)-1,3-dimethyl-1H-pyrazol-5-yl]carbamic acid 1,1-dimethylethyl ester CC(C)(C)OC(N(C1=C(C(=NN1C)C)C1=C(C=C(C=C1)F)Cl)C1=C(C=C(C=C1[N+](=O)[O-])Br)F)=O